ClC1=NC=NC2=CC(=C(C=C12)F)F 4-chloro-6,7-difluoroquinazoline